4'-phenoxy-2,2-dichloroacetophenone O(C1=CC=CC=C1)C1=CC=C(C=C1)C(C(Cl)Cl)=O